BrC1=C(C=C(C=C1)F)COC(C)OCC 1-Bromo-2-(1-ethoxy-ethoxymethyl)-4-fluoro-benzene